2-mercapto-4-mercaptopyrazine SC1=NC=CN(C1)S